3,5-diiodotyrosine IC=1C=C(C[C@H](N)C(=O)O)C=C(C1O)I